ClC=1C=C2C(=NC1C(=O)NN)OCC2 5-chloro-2,3-dihydrofuro[2,3-b]pyridine-6-carbohydrazide